ClC1=CC=C(C=C1)C1=CN(C=2N=CN=C(C21)N)COCC[Si](C)(C)C 5-(4-chlorophenyl)-7-{[2-(trimethylsilyl)ethoxy]methyl}-7H-pyrrolo[2,3-d]pyrimidin-4-amine